CC1=NC(=NC(=C1)C)C1=C(C=CC(=C1)NC1=NC=2N(C3=CC=CC=C13)N=C(C2)C)S(=O)(=O)N (4,6-dimethylpyrimidin-2-yl)-4-((2-methylpyrazolo[1,5-a]quinazolin-5-yl)amino)benzenesulfonamide